2-chloro-1,3-dimethylimidazolidinium chloride [Cl-].ClC1[NH+](CCN1C)C